[C@H]1(C=CCCC1)[C@@H](C1(N(C(C2C1(OC(C2)OC)C)=O)C(=O)[O-])C(=O)[O-])O 6-((S)-((S)-cyclohex-2-en-1-yl)(hydroxy)methyl)-2-methoxy-6a-methyl-4-oxohexahydro-5H-furo[2,3-c]pyrrole-5,6-dicarboxylate